C1(CC1)C1=NC(=NO1)C1=CC2=C([C@@H](CO2)NC(=O)C2=CN=C(O2)C)C=C1 (S)-N-(6-(5-cyclopropyl-1,2,4-oxadiazol-3-yl)-2,3-dihydrobenzofuran-3-yl)-2-methyloxazole-5-carboxamide